O1CCC=C1C1=CC=C2C(CCOC2=C1)NC(O[C@@H]1CN2CCC1CC2)=O (S)-quinuclidin-3-yl (7-(2,3-dihydrofuran-5-yl)chroman-4-yl)carbamate